(Z)-Ethyl 4-(4-((5-(4-chloro-3-((cyclopropylmethyl)carbamoyl)phenyl)furan-2-yl)methylene)-3-methyl-5-oxo-4,5-dihydro-1H-pyrazol-1-yl)benzoate ClC1=C(C=C(C=C1)C1=CC=C(O1)\C=C/1\C(=NN(C1=O)C1=CC=C(C(=O)OCC)C=C1)C)C(NCC1CC1)=O